4-amino-1-(6-chloro-2-pyridinyl)-piperidine hydrochloride Cl.NC1CCN(CC1)C1=NC(=CC=C1)Cl